S(CCCS(=O)(=O)O)CCCS(=O)(=O)O 3,3'-thiobis(1-propanesulfonic acid)